FC(C(F)(F)F)(C1=CC(=NC=2C=3N(C=CC12)N=C(C3)C=3OC=NN3)C(F)(F)F)F 2-(4-(perfluoroethyl)-2-(trifluoromethyl)pyrazolo[1,5-h][1,7]naphthyridin-9-yl)-1,3,4-oxadiazole